Methylcyclohexylbromide CC1(CCCCC1)Br